t-butyl (2-hydroxybenzyl)carbamate OC1=C(CNC(OC(C)(C)C)=O)C=CC=C1